1-(3-((2-((4-methyl-6-(4-methylpiperazin-1-yl)pyridin-3-yl)amino)-5-(trifluoromethyl)pyrimidin-4-yl)amino)propyl)piperidin-2-one CC1=C(C=NC(=C1)N1CCN(CC1)C)NC1=NC=C(C(=N1)NCCCN1C(CCCC1)=O)C(F)(F)F